2-Methyl-4,5-trimethylen-4-isothiazolin-3-on CN1C(=O)C2=C(S1)CCC2